ClC1=CC2=C(C=N1)C(=NN2C2=NC(=CC(=C2)C)[C@]2(COCC2)OC)C2=COC=C2 (R)-6-Chloro-3-(furan-3-yl)-1-(6-(3-methoxytetrahydrofuran-3-yl)-4-methylpyridin-2-yl)-1H-pyrazolo[4,3-c]pyridine